Cl.FC(C=1C=C(O[C@H]2CN(CC2)C2(CCOCC2)C(=O)NC2(CC2)C2=CC=C(C(=O)O)C=C2)C=CC1)(F)F 4-[1-[[4-[(3R)-3-[3-(Trifluoromethyl)phenoxy]pyrrolidin-1-yl]tetrahydropyran-4-carbonyl]amino]cyclopropyl]benzoic acid, hydrochloride